ClC1=CC(=C(C=C1Cl)CN1C(CC(CC1)C=O)C1=CC=CC=C1)OC 1-[(4,5-dichloro-2-methoxyphenyl)methyl]-2-phenylpiperidine-4-carbaldehyde